CC1=C(CNC=2C=3N(C=C(C2)NC(=O)C2CCCCC2)C(=C(N3)C)C)C(=CC=C1)C N-(8-((2,6-dimethylbenzyl)amino)-2,3-dimethylimidazo[1,2-a]pyridin-6-yl)cyclohexanecarboxamide